C(#N)N1CC(C1)N1C(N(C2=CC=C(C=C2C1=O)S(=O)(=O)NC1(CC1)C)CC1CC1)=O 3-(1-cyanoazetidin-3-yl)-1-(cyclopropylmethyl)-N-(1-methylcyclopropyl)-2,4-dioxo-1,2,3,4-tetrahydroquinazoline-6-sulfonamide